BrC(C(=O)OCC)C1=C(C(=CC(=C1)CC)F)OC ethyl 2-bromo-2-(5-ethyl-3-fluoro-2-methoxyphenyl)acetate